dioctyltin bis(ethyl malate) C(C)C(C(=O)[O-])(O)CC(=O)[O-].C(C)C(C(=O)[O-])(O)CC(=O)[O-].C(CCCCCCC)[Sn+4]CCCCCCCC